1-benzyl-4-(5-chloro-2-thienyl)piperidin-4-amine C(C1=CC=CC=C1)N1CCC(CC1)(N)C=1SC(=CC1)Cl